1-amino-8-naphthalenesulfonate NC1=CC=CC2=CC=CC(=C12)S(=O)(=O)[O-]